C(#N)C1=CC(=C(COC2=CC=CC(=N2)C2=CC(=C(CC3=NC4=C(N3[C@H]3COC[C@H]3C(N(C)C)=O)C=C(C=C4)C(=O)O)C=C2F)F)C=C1)F 2-(4-(6-((4-cyano-2-fluorobenzyl)oxy)pyridin-2-yl)-2,5-difluorobenzyl)-1-((3R,4S)-4-(dimethylcarbamoyl)tetrahydrofuran-3-yl)-1H-benzo[d]imidazole-6-carboxylic acid